Ethyl 3-((3,5-dibromo-4-((4-oxo-3,4-dihydro-phthalazin-1-yl) oxy) phenyl) amino)-3-oxopropionate BrC=1C=C(C=C(C1OC1=NNC(C2=CC=CC=C12)=O)Br)NC(CC(=O)OCC)=O